BrC=1C=CC(=C2C=C(N=CC12)NCC1=CC=C(C=C1)OC)C(=C)C 8-bromo-N-(4-methoxybenzyl)-5-(prop-1-en-2-yl)isoquinolin-3-amine